2'-chloro-5'-methoxy-6-methyl-N-(5-(6-methyl-5-(trifluoromethyl)picolinoyl)-5,6-dihydro-4H-pyrrolo[3,4-d]thiazol-2-yl)-[4,4'-bipyridine]-3-carboxamide ClC1=NC=C(C(=C1)C1=C(C=NC(=C1)C)C(=O)NC=1SC2=C(N1)CN(C2)C(C2=NC(=C(C=C2)C(F)(F)F)C)=O)OC